(S)-4-(8-Amino-3-(1-but-2-ynoylpyrrolidin-2-yl)imidazo[1,5-a]pyrazin-1-yl)-N-(4,5,6,7-tetrahydrobenzo[d]thiazol-2-yl)benzamide NC=1C=2N(C=CN1)C(=NC2C2=CC=C(C(=O)NC=1SC3=C(N1)CCCC3)C=C2)[C@H]2N(CCC2)C(C#CC)=O